3-((10-Hydroxy-7-(2-(pyridin-4-yl)pyrrolidine-1-carbonyl)-7-azaspiro[4.5]decan-10-yl)methyl)-6-phenylpyrimidin-4(3H)-one OC1(CCN(CC12CCCC2)C(=O)N2C(CCC2)C2=CC=NC=C2)CN2C=NC(=CC2=O)C2=CC=CC=C2